C(C)N1C(=NN(C1=O)C=1C=C2C(=CNC(C2=CC1F)=O)C(C)C)CO 6-(4-ethyl-3-(hydroxymethyl)-5-oxo-4,5-dihydro-1H-1,2,4-triazol-1-yl)-7-fluoro-4-isopropylisoquinolin-1(2H)-one